tert-butyl 1,3,4,9-tetrahydro-2H-beta-carboline-2-carboxylate C1N(CCC=2C3=CC=CC=C3NC12)C(=O)OC(C)(C)C